N-(3-((1S,4S)-5-methyl-2,5-diazabicyclo[2.2.1]heptan-2-yl)-5-(methylsulfonyl)phenyl)-4-((S)-3-phenylisoxazolidin-2-yl)-7H-pyrrolo[2,3-d]pyrimidin-2-amine CN1[C@@H]2CN([C@H](C1)C2)C=2C=C(C=C(C2)S(=O)(=O)C)NC=2N=C(C1=C(N2)NC=C1)N1OCC[C@H]1C1=CC=CC=C1